acethydrazide C(C)(=O)NN